BrC1=CN2C(S1)=C(C=N2)C(=O)NC=2C(=NC=C(C2)NC(CNCCC)=O)C 2-bromo-N-(2-methyl-5-(2-(propylamino)acetamido)pyridin-3-yl)pyrazolo[5,1-b]thiazole-7-carboxamide